O=C(CNC(=O)C1NCCC1)NC=1SC2=C(N1)C=CC(=C2)OC(F)(F)F N-(2-oxo-2-((6-(trifluoromethoxy)benzo[d]thiazol-2-yl)amino)ethyl)pyrrolidine-2-carboxamide